27-methyloctacosyl linoleate C(CCCCCCC\C=C/C\C=C/CCCCC)(=O)OCCCCCCCCCCCCCCCCCCCCCCCCCCC(C)C